FCCOCCOC 1-(2-fluoroethoxy)-2-methoxyethane